Cl.FC([C@H](CC)NC=1N=CC2=C(N1)N(C=C2C2=CC=C(C=C2)CN2CCNCC2)[C@@H]2CC[C@H](CC2)O)F trans-4-(2-[[(2S)-1,1-difluorobutan-2-yl]amino]-5-[4-(piperazin-1-ylmethyl)phenyl]pyrrolo[2,3-d]pyrimidin-7-yl)cyclohexan-1-ol hydrochloride